methyl (difluoromethyl) carbonate C(OC)(OC(F)F)=O